FC1=NC=C2NC=NC2=N1 fluoropurine